COC1=CC=CC=C1C(=O)O o-anisic acid